phenylmethylcarbamic acid tert-butyl ester C(C)(C)(C)OC(NCC1=CC=CC=C1)=O